6-(3-isopropyl-5-((1-propylpiperidin-4-yl)oxy)-1H-indol-2-yl)-7,8-dimethyl-[1,2,4]triazolo[4,3-a]pyridine C(C)(C)C1=C(NC2=CC=C(C=C12)OC1CCN(CC1)CCC)C=1C(=C(C=2N(C1)C=NN2)C)C